ClC1=C(C=CC=C1)COC1=CC=C(C=C1)B(O)O (4-[(2-CHLOROPHENYL)METHOXY]PHENYL)BORANEDIOL